5-[4-(2-tricyclo[9.4.0.03,8]pentadeca-1(11),3(8),4,6,12,14-hexaenyl)piperazine-1-carbonyl]pyridine-3-carboxamide C1=2C(C=3C=CC=CC3CCC2C=CC=C1)N1CCN(CC1)C(=O)C=1C=C(C=NC1)C(=O)N